COC1=CC=C(C(=N1)C(C(=O)OCC)(C)C)[N+](=O)[O-] ethyl 2-(6-methoxy-3-nitropyridin-2-yl)-2-methylpropionate